(3S,6R,7aR,11aR)-6-isobutyl-3-isopropyl-9-[[4-(trifluoromethyl)phenyl]methyl]-2,3,6,7,7a,8,10,11-octahydrooxazolo[2,3-j][1,6]naphthyridin-5-one C(C(C)C)[C@H]1C(N2[C@]3(CCN(C[C@H]3C1)CC1=CC=C(C=C1)C(F)(F)F)OC[C@@H]2C(C)C)=O